1-(2-(4-(cyclobutylmethyl)-3-oxo-3,4-dihydro-2H-benzo[b][1,4]oxazin-7-yl)thiazol-4-yl)-3-(6-methylpyridin-3-yl)urea C1(CCC1)CN1C2=C(OCC1=O)C=C(C=C2)C=2SC=C(N2)NC(=O)NC=2C=NC(=CC2)C